C(CCC)C1=CC=C(C=C1)N(C1=CC=C(C=C1)C1=CC=C(N(C2=CC=CC=C2)C2=CC=C(C=C2)CCCC)C=C1)C1=CC=CC=C1 N,N'-bis(4-butylphenyl)-N,N'-bis(phenyl)-benzidine